2-(4-(2,4-dimethoxybenzyl)-2-(2-isopropylphenyl)piperazin-yl)-7-azaspiro[3.5]nonane-7-carboxylate COC1=C(CN2CC(N(CC2)C2CC3(C2)CCN(CC3)C(=O)[O-])C3=C(C=CC=C3)C(C)C)C=CC(=C1)OC